10-nitrooleic acid [N+](=O)([O-])/C(=C/CCCCCCCC(=O)O)/CCCCCCCC